Cl.NC(C(=O)N1CCN(CC1)C(=O)NC1=NC(N(C=C1)C1=CC=C(C=C1)CN1CCC(CC1)N(C)C)=O)(C)C 4-(2-Amino-2-methylpropanoyl)-N-[1-(4-{[4-(dimethylamino)piperidin-1-yl]methyl}phenyl)-2-oxo-1,2-dihydropyrimidin-4-yl]piperazine-1-carboxamide hydrochloride salt